Cl.NCC(=O)N[C@@H](CC(=O)OC)C1=CC(=CC(=C1)C(F)(F)F)Cl methyl (S)-3-(2-aminoacetamido)-3-(3-chloro-5-(trifluoromethyl)phenyl)propanoate hydrochloride